N-[(1R,3S)-3-{[6-chloro-2-(trifluoromethyl)quinolin-4-yl]amino}cyclohexyl]imidazo[1,2-a]pyrimidine-6-carboxamide ClC=1C=C2C(=CC(=NC2=CC1)C(F)(F)F)N[C@@H]1C[C@@H](CCC1)NC(=O)C=1C=NC=2N(C1)C=CN2